6-bromo-2-(2-methoxyethyl)-1-benzofuran BrC1=CC2=C(C=C(O2)CCOC)C=C1